C(C1=CC=CC=C1)OC1=C(C(=NC(=C1)C1=C(C=C(C(=C1)F)C(F)(F)F)OC1=C(C(=C(C=C1)F)F)OC)C)SC 4-benzyloxy-6-[2-(3,4-difluoro-2-methoxy-phenoxy)-5-fluoro-4-(trifluoromethyl)phenyl]-2-methyl-3-methylsulfanyl-pyridine